CC=1C=2N(C=CC1)N=CN2 8-methyl-[1,2,4]Triazolo[1,5-a]Pyridine